5-(4-fluoro-1-isopropyl-2-methyl-1H-benzo[d]imidazol-6-yl)-N-(cis-4-(4-methylpiperazin-1-yl)cyclohexyl)pyrrolo[2,1-f][1,2,4]triazin-2-amine FC1=CC(=CC=2N(C(=NC21)C)C(C)C)C=2C=CN1N=C(N=CC12)N[C@@H]1CC[C@@H](CC1)N1CCN(CC1)C